C(C)OC(=O)C1=C(NC(=C(C1CCCC)C(=O)O)C)C 4-butyl-2,6-dimethyl-1,4-dihydropyridine-3,5-dicarboxylic acid ethyl ester